C1=CC=CC=2C3=CC=CC=C3C(C12)COC(=O)NC(CC(NCCOCCOCCC(OC1=C(C(=C(C(=C1F)F)F)F)F)=O)=O)S(=O)(=O)O ((9H-fluoren-9-yl(methoxy)carbonyl)amino)-3-oxo-3-((2-(2-(3-oxo-3-(perfluorophenoxy)propoxy)ethoxy)ethyl)amino)propane-1-sulfonic acid